3-methoxypyridin-2-amine COC=1C(=NC=CC1)N